CS(=O)(=O)C1(CC1)C1=CC=C(O1)C(=O)NC12CC(C1)(C2)C=2SC=C(N2)C2=CC=CC=C2 5-(1-methanesulfonylcyclopropyl)-N-[3-(4-phenylthiazol-2-yl)-1-bicyclo[1.1.1]pentyl]furan-2-carboxamide